[Br-].C(C)O[Si](CCCOC1=C(C=C(C=C1)O)[P+](C)(C)C)(C)C (2-[3-(ethoxydimethylsilyl)propoxy]-5-hydroxyphenyl)trimethylphosphonium bromide